ClC1=CC=C(C(=N1)C1=CC(=C(C=O)C=C1)B1OC(C(O1)(C)C)(C)C)NC(C)C=1C=C(C=C2C(C(=C(OC12)C(C)C)C)=O)C 4-(6-chloro-3-((1-(2-isopropyl-3,6-dimethyl-4-oxo-4H-chromen-8-yl)ethyl)amino)pyridin-2-yl)-2-(4,4,5,5-tetramethyl-1,3,2-dioxaborolan-2-yl)benzaldehyde